C(C)(C)[C@H]1CC[C@H](CC1)N1CCC(CC1)N1C(=C(C=2C1=NC=CC2)CN2CCCC2)CCNNS(=O)=O N-(2-(1-(1-(cis-4-isopropylcyclohexyl)piperidin-4-yl)-3-(pyrrolidin-1-ylmethyl)-1H-pyrrolo[2,3-b]pyridin-2-yl)ethyl)amino-sulfonamide